Disodium Copper [Cu].[Na].[Na]